C=1(C(=CC(=CC1)C)C=O)C p-xylene-formaldehyde